N1=CN=CC(=C1)C1=NC=CC=C1 (pyrimidin-5-yl)pyridin